2,2-Difluoro-N-[rac-(2r,3s,4r)-1-[1-(4-fluorophenyl)-1H-indazol-5-yl]-4-methyl-2-m-tolyl-5-oxo-pyrrolidin-3-yl]-propionamide FC(C(=O)N[C@@H]1[C@H](N(C([C@@H]1C)=O)C=1C=C2C=NN(C2=CC1)C1=CC=C(C=C1)F)C=1C=C(C=CC1)C)(C)F |r|